COC1=C(C=CC(=C1)N1CCOCC1)N1N=CC=2C1=NC(=NC2N)N (2-methoxy-4-morpholinophenyl)-1H-pyrazolo[3,4-d]pyrimidine-4,6-diamine